CN1C(C=CC1=O)=O N-methyl-maleimide